N[C@@H](CNC1=NC(=C2C(=N1)N(N=C2)C)NC(C)(C)C)C2=CC(=C(C=C2)F)F N6-[(2R)-2-amino-2-(3,4-difluorophenyl)ethyl]-N4-tert-butyl-1-methyl-1H-pyrazolo[3,4-d]pyrimidine-4,6-diamine